5-fluoro-N-isopropylbenzamide hydrochloride Cl.FC=1C=CC=C(C(=O)NC(C)C)C1